BrC=1C=2C3=C(C(N(C3=CC1)C1(CNC1)C#N)=O)C=CC2 3-(6-bromo-2-oxo-benzo[cd]indol-1(2H)-yl)azetidine-3-carbonitrile